Cl.[C@H]12CN(C[C@H](CC1)N2)C=2C=CC(=C(C(=O)N[C@H](C)C=1C=C(C=C(C1)OC)C=1C=C(N(C1)C)C(=O)OCC1=CC=CC=C1)C2)C benzyl 4-[3-[(1R)-1-[[5-[(1R,5S)-3,8-diazabicyclo[3.2.1]octan-3-yl]-2-methyl-benzoyl]amino]ethyl]-5-methoxy-phenyl]-1-methyl-pyrrole-2-carboxylate hydrochloride salt